(2-methoxyethyl) dibromophosphate P(=O)(OCCOC)(Br)Br